C=C(N(C(C=C)=O)C(C=C)=O)CS methylenebisacryloyl-cysteamine